(R)-methyl-2-((tert-butoxycarbonyl)amino)-3-hydroxypropanoate COC([C@@H](CO)NC(=O)OC(C)(C)C)=O